N1(CCNCC1)CCC[Si](OC)(OC)OC (piperazino)propyltrimethoxysilane